1-methyl-2-(5-methylhex-4-en-2-yl)cyclopropyl-methanol CC1(C(C1)C(C)CC=C(C)C)CO